ClC1=C(NC=2SC=C(N2)C(C(=O)OCC)(CCC(=O)OCC2=CC=CC=C2)CC)C=CC(=C1)Cl O5-benzyl O1-ethyl 2-[2-(2,4-dichloroanilino)thiazol-4-yl]-2-ethyl-pentanedioate